2-phenylacetic acid allyl ester C(C=C)OC(CC1=CC=CC=C1)=O